perfluorodecylacrylate FC(=C(C(=O)[O-])C(C(C(C(C(C(C(C(C(C(F)(F)F)(F)F)(F)F)(F)F)(F)F)(F)F)(F)F)(F)F)(F)F)(F)F)F